(3-cyclopropyl-2-fluoro-6-(1H-tetrazol-1-yl)phenyl)methanol C1(CC1)C=1C(=C(C(=CC1)N1N=NN=C1)CO)F